tri-tertbutyl-phosphane C(C)(C)(C)P(C(C)(C)C)C(C)(C)C